C(C)OC(=O)C1(CSCC1CC(=O)OCC)N1C2=NC(=NC(=C2N=C1)N1CCCC1)Cl (Rac)-ethyl-3-(2-chloro-6-(pyrrolidin-1-yl)-9H-purin-9-yl)-4-(2-ethoxy-2-oxoethyl)-tetrahydrothiophene-3-carboxylate